N-cyclopropylsulfonyl-propanamide C1(CC1)S(=O)(=O)NC(CC)=O